C(#N)C=1C=C2[C@@H]([C@H]([C@@H](N(C2=CC1)C(C(C)C)=O)C1CC1)C)NC(OCC1=CC=CC=C1)=O benzyl ((2S,3R,4R)-6-cyano-2-cyclopropyl-1-isobutyryl-3-methyl-1,2,3,4-tetrahydroquinolin-4-yl)carbamate